S(=O)(=O)=C1CC(=CC=C1)P(C1=CC=CC=C1)C1=CC=CC=C1 (m-sulfonylphenyl)diphenylphosphine